2-(2,6-dioxopiperidin-3-yl)-5-(9-(piperidin-4-ylmethyl)-3,9-diazaspiro[5.5]undec-3-yl)isoindoline-1,3-dione O=C1NC(CCC1N1C(C2=CC=C(C=C2C1=O)N1CCC2(CC1)CCN(CC2)CC2CCNCC2)=O)=O